3-ethylenedioxy-9,10-dimethoxydibenzoquinolizine C1OC=2C=CC3=C(N4CC=CC(=C4C4=C3C=CC=C4OC)OC)C2OC1